ethyl-3,3-difluoro-2-(2-(3-(4-fluorophenyl)ureido)benzo[d]thiazol-6-yl)-2-hydroxypropanamide C(C)C(C(C(=O)N)(O)C1=CC2=C(N=C(S2)NC(=O)NC2=CC=C(C=C2)F)C=C1)(F)F